CC1=NN2C(C(=CC(=C2)Br)OC)=C1C=O 2-methyl-6-bromo-4-methoxypyrazolo[1,5-a]pyridine-3-carbaldehyde